C(C)OP(=O)(OCC)C(C(=O)OC(C)(C)C)C tert-butyl 2-(diethoxyphosphoryl)-propionate